C(=O)(OC(C)(C)C)N[C@H]([C@H](C)CC)C(=O)O Boc-D-isoleucine